4-[(E)-(4-{(E)-[4-(pyrrolidin-1-yl)phenyl]diazenyl}phenyl)diazenyl]phenol N1(CCCC1)C1=CC=C(C=C1)/N=N/C1=CC=C(C=C1)/N=N/C1=CC=C(C=C1)O